((2-methoxypyridin-3-yl)amino)-4-((2-(N-methyl-methanesulfonamido)phenyl)amino)nicotinamide COC1=NC=CC=C1NC1=C(C(=O)N)C(=CC=N1)NC1=C(C=CC=C1)N(S(=O)(=O)C)C